2-(3-chloro-5-(trifluoromethyl)benzyl)-2,8-diazaspiro[4.5]decane ClC=1C=C(CN2CC3(CC2)CCNCC3)C=C(C1)C(F)(F)F